4-((4-(azetidin-3-yl)-3-fluoro-6-((5-methyl-1H-pyrazol-3-yl)amino)pyridin-2-yl)methyl)-1-(3-chloro-2-fluorobenzyl)piperidine-4-carboxylic acid N1CC(C1)C1=C(C(=NC(=C1)NC1=NNC(=C1)C)CC1(CCN(CC1)CC1=C(C(=CC=C1)Cl)F)C(=O)O)F